N-(3-fluoro-4-tributylstannyl-2-pyridyl)-1-methylcyclopropanecarboxamide FC=1C(=NC=CC1[Sn](CCCC)(CCCC)CCCC)NC(=O)C1(CC1)C